2,6-dimethylene-tetrahydro-1H-pyrrolizin C=C1CC2CC(CN2C1)=C